3-methyl-1-(4-(((3S,4r,5R)-3,4,5-trihydroxypiperidin-1-yl)methyl)piperidin-1-yl)butan-1-one CC(CC(=O)N1CCC(CC1)CN1C[C@@H](C([C@@H](C1)O)O)O)C